C12(CC3CC(CC(C1)C3)C2)C=2C=C(C=CC2O)NC2=CC=C(C=C2)CCC(=O)O 3-(4-{[3-(adamantan-1-yl)-4-hydroxyphenyl]amino}phenyl)propanoic acid